N-(4-(2-(2-Acrylamido-5-methylphenyl)-3H-imidazo[4,5-b]pyridin-7-yl)-2-fluorobenzyl)-3-(tert-butyl)-1,2,4-oxadiazole-5-carboxamide C(C=C)(=O)NC1=C(C=C(C=C1)C)C1=NC=2C(=NC=CC2C2=CC(=C(CNC(=O)C3=NC(=NO3)C(C)(C)C)C=C2)F)N1